OC1=CC=C(C=CC(=O)OC)C=C1 Methyl 4-hydroxycinnamate